ethyl (S)-indoline-2-carboxylate N1[C@@H](CC2=CC=CC=C12)C(=O)OCC